2-chloro-5-isobutyl-4-(3-methoxy-5-(trifluoromethyl)phenyl)thiazole ClC=1SC(=C(N1)C1=CC(=CC(=C1)C(F)(F)F)OC)CC(C)C